(S)-(3,5-difluoro-4-hydroxyphenyl)-1-oxo-1-(4-(benzenesulfonyl)-piperidin-1-yl)propane FC=1C=C(C=C(C1O)F)[C@@H](C(N1CCC(CC1)S(=O)(=O)C1=CC=CC=C1)=O)C